triethylene glycol bis-(3-tertiary butyl-4-hydroxy-5-methylphenyl)propionate C(C)(C)(C)C=1C=C(C=C(C1O)C)C(C(=O)OCCOCCOCCO)(C)C1=CC(=C(C(=C1)C)O)C(C)(C)C